CC1=CC=C(C=C1)S(=O)(=O)OCC1CN(C1)C(=O)OC(C)(C)C tert-butyl 3-[[(4-methylbenzenesulfonyl)oxy]methyl]azetidine-1-carboxylate